C(#N)CCC(C(CCC)N)N (2-cyanoethyl)-1,2-pentanediamine